C(C)(=O)N[C@@H](CS)C(=O)O acetyl-cysteine